C(#N)C1(CC1)C(=O)N[C@H](C(=O)N1C(CC(C1)O)C(=O)NCC1=CC=C(C=C1)C1=C(N=CS1)C)C(C)(C)C 1-((S)-2-(1-Cyanocyclopropanecarboxamido)-3,3-dimethylbutanoyl)-4-hydroxy-N-(4-(4-methylthiazol-5-yl)benzyl)pyrrolidine-2-carboxamide